6-bromo-2-(3-morpholinopropyl)-1H-benzo[de]isoquinoline-1,3(2H)-dione BrC=1C=CC=2C(N(C(C3=CC=CC1C23)=O)CCCN2CCOCC2)=O